COCC=1N=C2N(N=C(C(=C2)C)N2CC=3C=C(C=NC3CC2)C2=CC=NC=C2)C(C1)=O 2-(methoxymethyl)-8-methyl-7-(3-(pyridin-4-yl)-7,8-dihydro-1,6-naphthyridin-6(5H)-yl)-4H-pyrimido[1,2-b]pyridazin-4-one